TetrAbromobisphenol A CC(C)(C1=CC(=C(C(=C1)Br)O)Br)C2=CC(=C(C(=C2)Br)O)Br